6-Acetylpyridazine-3-carboxylic acid methyl ester COC(=O)C=1N=NC(=CC1)C(C)=O